CC=1C(=NC(=CN1)C)C(CCN(C(OC(C)(C)C)=O)C)CCO tert-butyl (3-(3,6-dimethylpyrazin-2-yl)-5-hydroxypentyl)(methyl)carbamate